6-chloro-3-(((R)-1-(3,6-dimethyl-2-((1R,5S,6R)-6-(1-methyl-1H-pyrazol-5-yl)-3-azabicyclo[3.1.0]hexan-3-yl)-4-oxo-3,4-dihydroquinazolin-8-yl)ethyl)amino)-N-(methylsulfonyl)picolinamide ClC1=CC=C(C(=N1)C(=O)NS(=O)(=O)C)N[C@H](C)C=1C=C(C=C2C(N(C(=NC12)N1C[C@H]2C([C@H]2C1)C1=CC=NN1C)C)=O)C